2-((2-(methylsulfonyl)ethyl)amino)acetonitrile CS(=O)(=O)CCNCC#N